6-(4-cyclopropyl-6-methoxypyrimidin-5-yl)-1-(4-(1-ethyl-4-(trifluoromethyl)-1H-imidazol-2-yl)benzyl)-3-methoxy-1H-pyrazolo[3,4-d]pyrimidine C1(CC1)C1=NC=NC(=C1C1=NC=C2C(=N1)N(N=C2OC)CC2=CC=C(C=C2)C=2N(C=C(N2)C(F)(F)F)CC)OC